C(C)(C)(C)OC(=O)N[C@H](C(=O)OC)C1=CC=C(C=C1)O methyl (2S)-2-[(tert-butoxycarbonyl)amino]-2-(4-hydroxyphenyl)acetate